ClC=1C(=C(C=C(C1OC1=NNC(C(=C1)C(C)C)=O)Cl)N1N=C(C(NC1=O)=O)C#N)F 2-(3,5-dichloro-2-fluoro-4-((5-isopropyl-6-oxo-1,6-dihydropyridazin-3-yl)oxy)phenyl)-3,5-dioxo-2,3,4,5-tetrahydro-1,2,4-triazine-6-carbonitrile